C(C)(=O)[O-].[S-]C#N thiocyanate acetate